5-(((4-((3-chloro-2-fluorophenyl)amino)-7-methoxyquinazolin-6-yl)oxy)methyl)-2-(2,6-dioxopiperidin-3-yl)-6-fluoroisoindoline-1,3-dione ClC=1C(=C(C=CC1)NC1=NC=NC2=CC(=C(C=C12)OCC=1C=C2C(N(C(C2=CC1F)=O)C1C(NC(CC1)=O)=O)=O)OC)F